4-amino-N-[2-[4-(difluoromethylene)cyclohexyl]-6,8-dihydro-5H-pyrano[3,4-b]pyridin-5-yl]-N,7-dimethyl-imidazo[1,5-a]quinoxaline-8-carboxamide NC=1C=2N(C3=CC(=C(C=C3N1)C)C(=O)N(C)C1COCC3=NC(=CC=C31)C3CCC(CC3)=C(F)F)C=NC2